NC1=NC(=NC(=N1)NC1=CC=C(C=C1)N1CCOCC1)CO (4-amino-6-((4-morpholinophenyl)amino)-1,3,5-triazin-2-yl)methanol